(R)-5-(3-((cyclobutylmethyl)amino)piperidin-1-yl)-2-((4-(5-methoxypyridin-3-yl)-1H-1,2,3-triazol-1-yl)methyl)pyridazin-3(2H)-one C1(CCC1)CN[C@H]1CN(CCC1)C1=CC(N(N=C1)CN1N=NC(=C1)C=1C=NC=C(C1)OC)=O